6-(Benzyloxy)pyrazolo[5,1-a]isoquinoline C(C1=CC=CC=C1)OC1=CN2C(C3=CC=CC=C13)=CC=N2